ClC=1C=C(C=C(C1)NS(=O)(=O)C)NC(=O)C1=CN(C(=C1)C)C1=NC=C(C=C1OCC=1C=NC=C(C1)F)N1CC(C1)(F)F N-(3-chloro-5-(methylsulfonamido)phenyl)-1-(5-(3,3-difluoroazetidin-1-yl)-3-((5-fluoropyridin-3-yl)methoxy)pyridin-2-yl)-5-methyl-1H-pyrrole-3-carboxamide